3-iodo-2-(tetrahydro-2H-pyran-2-yl)-5,6-dihydro-4H-pyrrolo[1,2-b]pyrazole IC1=C2N(N=C1C1OCCCC1)CCC2